C1CCC2CC(C1)CCCC2=O Bicyclo[4.4.1]Undecanone